C(C)(CC)S(=O)(=O)C(C)C isopropyl secbutyl sulfone